Tert-Butyl (R)-3-((6,7-Dimethoxy-2-(Pyrrolidin-1-yl)Quinazolin-4-yl)Amino)Piperidine-1-Carboxylate COC=1C=C2C(=NC(=NC2=CC1OC)N1CCCC1)N[C@H]1CN(CCC1)C(=O)OC(C)(C)C